2-(4-amino-piperidin-4-yl)-1H-benzoimidazole-4-carboxylic acid amide NC1(CCNCC1)C1=NC2=C(N1)C=CC=C2C(=O)N